Cl.C(C)(C)OC1=C(CNC=2C=3N(N=C(C2)SC2CCNCC2)C(=CN3)C(C)C)C=CC=C1 N-(2-isopropoxybenzyl)-3-isopropyl-6-(piperidin-4-ylthio)imidazo[1,2-b]pyridazin-8-amine hydrochloride